FC(CN1N=CC2=C(C=CC=C12)NC1=NC(=C2C(=N1)NN=C2C)NCC)F N6-(1-(2,2-difluoroethyl)-1H-indazol-4-yl)-N4-ethyl-3-methyl-1H-pyrazolo[3,4-d]pyrimidine-4,6-diamine